[Zn].C(C1=CC=CC=C1)OCCN[C@H](C)C1=CC(=C(C(=C1)OC)C(C)=O)OC 1-{4-[(1R)-1-{[2-(benzyloxy)ethyl]amino}ethyl]-2,6-dimethoxyphenyl}ethane-1-one Zinc